(2-amino-6-(1H-benzo[d]imidazol-5-yl)imidazo[1,2-a]pyridin-3-yl)((1S,2S)-2-fluorocyclopropyl)methanone NC=1N=C2N(C=C(C=C2)C2=CC3=C(NC=N3)C=C2)C1C(=O)[C@H]1[C@H](C1)F